CN(C1=NC=C(C=N1)C(=O)NC(C(=O)O)\C=C\C(C)(C)C)C (E)-2-[2-(dimethylamino)-5-pyrimidinylcarbonylamino]-5,5-dimethyl-3-hexenoic acid